methyl (S)-2-(benzylsulfonyl)-1-((tetrahydrofuran-2-yl) methyl)-1H-benzo[d]imidazole-6-carboxylate C(C1=CC=CC=C1)S(=O)(=O)C1=NC2=C(N1C[C@H]1OCCC1)C=C(C=C2)C(=O)OC